2,3,5,6-tetrafluorostyrene-4-phosphonic acid FC1=C(C=C)C(=C(C(=C1F)P(O)(=O)O)F)F